NCCCC(CC(=O)NCC(CN1CCN(CC1)CC(CNC(CC(CCCCC\C=C/CCCCCCCC)CCCN)=O)O)O)CCCCC\C=C/CCCCCCCC 1,4-Bis[(3-(3-aminopropyl)-oleoylamino)-2-hydroxypropyl]piperazine